(R)-2-((tert-butoxycarbonyl) amino)-2-methylhexanoate C(C)(C)(C)OC(=O)N[C@@](C(=O)[O-])(CCCC)C